ClC=1C=C2C=NC(=NC2=CC1C1CCNCC1)NC=1C=NN(C1Cl)C1(CC1)C 6-chloro-N-[5-chloro-1-(1-methylcyclopropyl)-1H-pyrazol-4-yl]-7-(piperidin-4-yl)quinazolin-2-amine